(6R,7S)-23-chloro-15-fluoro-5,12-dioxa-2,9,19,20,24,25-hexazahexacyclo[17.5.2.16,9.02,7.013,18.022,26]heptacosa-1(24),13,15,17,20,22,25-heptaene ClC1=C2C=NN3C4=CC=C(C=C4OCCN4C[C@H]5[C@H](OCCN5C(=N1)N=C23)C4)F